C(C=C(C)C)CC(=O)O.C(C)(=O)OCCC(=C)C isopentenyl acetate (prenyl acetate)